BrC=1C=NC(=NC1)N (5-bromo-pyrimidin-yl)-amine